ClC=1C(=C(C=CC1)NC(=S)C=1C(NCCC1NCC1=C(C=NC=C1)OCCC1OCC1)=O)OC N-(3-chloro-2-methoxyphenyl)-4-[({3-[2-(oxetan-2-yl)ethoxy]pyridin-4-yl}methyl)amino]-2-oxo-1,2,5,6-tetrahydropyridine-3-carbothioamide